CCCCCCCCCCCCCCCCCCCCCCCCCCCCCC(C(CCCCCCCCCCCCCC)C(=O)O)O The molecule is a forty-six membered mycolic acid consisting of 3-hydroxydotriacontanoic acid having a tetradecyl group at the 2-position. It is a mycolic acid and a 3-hydroxy fatty acid.